7-bromo-6-fluoro-2,3-dihydrobenzofuran-5-carboxylic acid BrC1=C(C(=CC=2CCOC21)C(=O)O)F